N-benzyloxycarbonyl-L-leucyl-L-leucyl-L-leucinal C(C1=CC=CC=C1)OC(=O)N[C@@H](CC(C)C)C(=O)N[C@@H](CC(C)C)C(=O)N[C@@H](CC(C)C)C=O